N-[5-iodo-1-(pyridin-3-yl)-1H-pyrazol-4-yl]carbamic acid tert-butyl ester C(C)(C)(C)OC(NC=1C=NN(C1I)C=1C=NC=CC1)=O